4-(4-((tert-Butoxycarbonyl)amino)-5-iodothiazol-2-yl)piperidine-1-carboxylic acid tert-butyl ester C(C)(C)(C)OC(=O)N1CCC(CC1)C=1SC(=C(N1)NC(=O)OC(C)(C)C)I